FC1=CC=C(CCNC(NC2=CC=C(OC3=NC=NC4=CC(=C(C=C34)NC(\C=C\C)=O)OC)C=C2)=O)C=C1 (E)-N-(4-(4-(3-(4-fluorophenethyl)ureido)phenoxy)-7-methoxyquinazolin-6-yl)-2-butenamide